FC=1C(=C2C(=CC(=CC2=CC1)O[Si](C(C)C)(C(C)C)C(C)C)B1OC(C(O1)(C)C)(C)C)C#C[SiH2]C(C(C)C)(C(C)C)C(C)C ((6-fluoro-4-(4,4,5,5-tetramethyl-1,3,2-dioxaborolane-2-yl)-5-((triisopropylmethylsilyl)ethynyl)naphthalen-2-yl)oxy)triisopropylsilane